ClC1=NC2=CC=C(C=C2C=C1C(=O)O)F 2-chloro-6-fluoroquinoline-3-carboxylic acid